C1(CC1)CN1C(N(CC12CCC(CC2)(C2=CC=CC=C2)N(C)C)C=2C=NC(=NC2)C#N)=O 5-[1-(cyclopropyl-methyl)-8-dimethylamino-2-oxo-8-phenyl-1,3-diazaspiro[4.5]decan-3-yl]-pyrimidine-2-carbonitrile